COCCCNC(N)=O 3-(3-methoxypropyl)urea